C1(CC1)C1=CC(=NN1)NC1=NC(=NC=C1)N1CC2(CC(C1)C2)C(C)(C)OC N-(5-Cyclopropyl-1H-pyrazol-3-yl)-2-[1-(1-methoxy-1-methyl-ethyl)-3-azabicyclo[3.1.1]heptan-3-yl]pyrimidin-4-amine